N-((1S)-((R)-3,3-difluorocyclohexyl)(2-(((3R,5R)-2-oxo-5-(trifluoromethyl)piperidin-3-yl)methyl)imidazo[1,2-b][1,2,4]triazin-6-yl)methyl)-1-isopropyl-1H-pyrazole-5-carboxamide FC1(C[C@@H](CCC1)[C@H](NC(=O)C1=CC=NN1C(C)C)C=1N=C2N(N=C(C=N2)C[C@@H]2C(NC[C@@H](C2)C(F)(F)F)=O)C1)F